C1(CC1)C([C@@H](C(=O)NC1=C(C=C(C=C1)[C@@H](C(N1C(OCC1)C(F)(F)F)=O)C)F)NC(=O)C1=CC=NN1C(C)C)C1CC1 N-((2S)-1,1-dicyclopropyl-3-((2-fluoro-4-((2S)-1-oxo-1-(2-(trifluoromethyl)oxazolidin-3-yl)propan-2-yl)phenyl)amino)-3-oxopropan-2-yl)-1-isopropyl-1H-pyrazole-5-carboxamide